4-(1-methyl-3-(trifluoromethyl)-1H-pyrazol-5-yl)-6-(3-(methylamino)azetidin-1-yl)pyrimidin-2-amine CN1N=C(C=C1C1=NC(=NC(=C1)N1CC(C1)NC)N)C(F)(F)F